butyl 5-bromo-4-methylpyridin-2-ylcarbamate BrC=1C(=CC(=NC1)NC(OCCCC)=O)C